2-methylbuta-1,3-diene CC(=C)C=C